CN(C(=O)C=1C=CC(=NC1)C=1C=C2C(=NN(C2=C(C1)CC)CC)C(=O)O)C 5-(5-(dimethylcarbamoyl)pyridin-2-yl)-1,7-diethyl-1H-indazole-3-carboxylic acid